C(C)(C)(C)C1=CC=C(C=C1)C1=NC(=NN1C)CN1CCOCC1 4-((5-(4-(tert-butyl)phenyl)-1-methyl-1H-1,2,4-triazol-3-yl)methyl)morpholine